ClC1=C(C(=CC=C1C(=O)C=1C(=NN(C1O)C)C1CC1)C(F)(F)F)N1C(CCCC1)=O 1-{2-Chloro-3-[(3-cyclopropyl-5-hydroxy-1-methyl-1H-pyrazol-4-yl)carbonyl]-6-(trifluoromethyl)phenyl}piperidin-2-one